5-(2-morpholin-4-ylethoxy)-2-[[2-[2-oxo-3-(3-oxo-4H-pyrido[3,2-b][1,4]oxazin-6-yl)-1,3-oxazolidin-5-yl]ethylamino]methyl]-2,3-dihydro-1H-indene-4-carbonitrile N1(CCOCC1)CCOC1=C(C=2CC(CC2C=C1)CNCCC1CN(C(O1)=O)C=1C=CC=2OCC(NC2N1)=O)C#N